C(C)(C)(C)OC(=O)NC1=CC(=C(N=N1)Cl)CC(=O)O 2-[6-(tert-Butoxycarbonylamino)-3-chloropyridazin-4-yl]Acetic acid